2-bromo-4,5-dichlorophenol BrC1=C(C=C(C(=C1)Cl)Cl)O